methacrylate (methyl acrylate) CC(C(=O)O)=C.C(C(=C)C)(=O)O